CC1(CC=C(C=C1)C)S 1,4-dimethyl-benzenethiol